(1R,3S,4S)-Ethyl 2-azabicyclo[2.2.1]heptane-3-carboxylate [C@@H]12N[C@@H]([C@@H](CC1)C2)C(=O)OCC